rac-tert-butyl (6RS)-2-bromo-6-methyl-3-(pyridin-4-yl)-6,7-dihydropyrazolo[1,5-a]pyrazine-5(4H)-carboxylate BrC1=NN2C(CN([C@@H](C2)C)C(=O)OC(C)(C)C)=C1C1=CC=NC=C1 |r|